C(N)(OC(C)Cl)=O 1-chloroethyl carbamate